CC1=C(C(=C(C(=C1CN1CCOCC1)O)C)CN1CCOCC1)O 2,5-dimethyl-3,6-bis[(morpholin-4-yl)methyl]benzene-1,4-diol